N1[C@H](CNCC1)C=CC(=O)OCC1=CC=CC=C1 benzyl 3-[(2S)-piperazin-2-yl]prop-2-enoate